FC(OC1=C(C=C(C=C1)C=1C=CC(NN1)=O)OC)F 6-[4-(difluoromethoxy)-3-methoxyphenyl]-3(2H)-pyridazinone